(5'S,7a'R)-5'-(3,5-difluorophenyl)-1-[5-(trifluoromethyl)pyridazine-3-carbonyl]tetrahydro-3'H-spiro[piperidine-4,2'-pyrrolo[2,1-b][1,3]oxazol]-3'-one FC=1C=C(C=C(C1)F)[C@@H]1CC[C@H]2OC3(C(N21)=O)CCN(CC3)C(=O)C=3N=NC=C(C3)C(F)(F)F